N-(2-acetylphenyl)-3-chloro-6-cyanopicolinamide C(C)(=O)C1=C(C=CC=C1)NC(C1=NC(=CC=C1Cl)C#N)=O